CC1=COC2=C1C(CC1(CC1)C2)=O 3-methyl-5H-spiro[[1]benzofuran-6,1'-cyclopropane]-4(7H)-one